CN(C)CC1C(CCCC1)=O 2-(N,N-dimethylaminomethyl)cyclohexanone